N-((3-azabicyclo[3.1.0]hexan-6-yl)methyl)-4-((3-(4-(difluoromethoxy)-2,3-difluorophenyl)imidazo[1,2-a]pyrazin-8-yl)amino)-2-ethylbenzamide C12CNCC2C1CNC(C1=C(C=C(C=C1)NC=1C=2N(C=CN1)C(=CN2)C2=C(C(=C(C=C2)OC(F)F)F)F)CC)=O